7-hydroxymethylbenzo[d][1,3]dioxole-4-carboxylic acid ethyl ester C(C)OC(=O)C1=CC=C(C=2OCOC21)CO